COC(CN1C2=CC=CC=C2C=2CCN(CC12)C(C1=CC(=CC(=C1)F)F)=O)=O [2-(3,5-difluorobenzoyl)-2,3,4,9-tetrahydro-1H-β-carbolin-9-yl]-acetic acid methyl ester